BrC1=CC=C2C(=NC=3N(C2=C1)C=NN3)N(C)C=3C=C(C=CC3)C3=CC=C(C=C3)Cl 8-Bromo-N-(4'-chloro-[1,1'-biphenyl]-3-yl)-N-methyl-[1,2,4]triazolo[4,3-a]quinazolin-5-amine